OCCC1=C(C=C(C=C1)I)[N+](=O)[O-] 4-(2-hydroxyethyl)-3-nitroiodobenzene